[Si](C1=CC=CC=C1)(C1=CC=CC=C1)(C(C)(C)C)OCC[C@H]1CN(CCN1C(C1=C(C=C(C(=C1)[N+](=O)[O-])Cl)F)=O)C(=O)OC(C)(C)C tert-butyl (S)-3-(2-((tert-butyldiphenylsilyl)oxy)ethyl)-4-(4-chloro-2-fluoro-5-nitrobenzoyl)piperazine-1-carboxylate